C(#N)C=1C=C(C=C(C1)C(C)(C)O)S(=O)(=O)NC(NC1=C(C=CC=C1C(C)C)C(C)C)=O 3-cyano-N-(2,6-diisopropylphenylcarbamoyl)-5-(2-hydroxypropan-2-yl)benzenesulfonamide